CN(CCNC(=O)[C@H]1[C@@H](CN(CC1)C(C1=C(C=C(C=C1)NC=1C=2N(C=CN1)C(=CN2)C2=CC(=C(C=C2)OC)F)C)=O)O)C (3S,4R)-N-[2-(Dimethylamino)ethyl]-1-[4-[[3-(3-fluoro-4-methoxy-phenyl)imidazo[1,2-a]pyrazin-8-yl]amino]-2-methyl-benzoyl]-3-hydroxy-piperidine-4-carboxamide